C(C)O[Si](CC(CCCCCC)[Si](OCC)(OCC)OCC)(OCC)OCC 1,2-bistriethoxysilyloctane